3-(2-hydroxyethyl)-4-nitrobenzaldehyde OCCC=1C=C(C=O)C=CC1[N+](=O)[O-]